FC(OC1=C(C=C(C=C1)F)C1OC1)F 2-(2-(difluoromethoxy)-5-fluorophenyl)oxirane